C1(CC1)NC1CCN(CC1)C1=C2C=NC=NC2=C(C=C1)C(=O)NC=1C(=C(C=2N(C1)C=C(N2)C)F)OC 5-[4-(cyclopropylamino)-1-piperidyl]-N-(8-fluoro-7-methoxy-2-methyl-imidazo[1,2-a]pyridin-6-yl)quinazoline-8-carboxamide